FC(C(=O)N1CCN(CC1)C1=NC=CN=C1OC=1C=NC(=CC1)C(F)(F)F)=C 2-fluoro-1-(4-(3-((6-(trifluoromethyl)pyridin-3-yl)oxy)pyrazin-2-yl)piperazin-1-yl)prop-2-en-1-one